2-Bromo-3-fluoro-6-methylisonicotinic acid BrC=1C(=C(C(=O)O)C=C(N1)C)F